CC1=C(OC=2C(=CC(N(C2)C2COC2)=O)C=2C3=C(C(N(C2)C)=O)NC(=C3)C3=C(C=CC=C3)F)C(=CC=C1)C 4-(5-(2,6-dimethylphenoxy)-1-(oxetan-3-yl)-2-oxo-1,2-dihydropyridin-4-yl)-2-(2-fluorophenyl)-6-methyl-1,6-dihydro-7H-pyrrolo[2,3-c]pyridin-7-one